CN1C(N(CC1)[C@H]1CNCCC1C=1N=C(C(=NC1)C(=O)N)NC1=CC=C(C=C1)C1CCNCC1)=O 5-[(3R)-3-(3-methyl-2-oxoimidazolidin-1-yl)piperidin-4-yl]-3-{[4-(piperidin-4-yl)phenyl]amino}pyrazine-2-carboxamide